2-(2-acetamido-6-ethyl-8-oxo-7-(piperazin-1-yl)pyrido[2,3-b]pyrazin-5(8H)-yl)-N-(2-chloro-4-(trifluoromethyl)phenyl)acetamide trifluoroacetate FC(C(=O)O)(F)F.C(C)(=O)NC=1N=C2C(=NC1)N(C(=C(C2=O)N2CCNCC2)CC)CC(=O)NC2=C(C=C(C=C2)C(F)(F)F)Cl